2-(2,3-dihydro-[1,4]dioxino[2,3-b]pyridin-8-yl)-N-(5-((2-(2,2-dimethylpyrrolidin-1-yl)ethyl)carbamoyl)-2-methylpyridin-3-yl)pyrazolo[5,1-b]thiazole-7-carboxamide O1CCOC2=NC=CC(=C21)C2=CN1C(S2)=C(C=N1)C(=O)NC=1C(=NC=C(C1)C(NCCN1C(CCC1)(C)C)=O)C